C(C)(C)(C)OC(=O)N1[C@@H]2[C@H](N(C[C@H]1CC2)CC2=CC=CC=C2)C=C (1S,2R,5R)-3-benzyl-2-vinyl-3,8-diazabicyclo[3.2.1]octane-8-carboxylic acid tert-Butyl ester